FC1CC(C1)N1N=C2C(N=CC(=N2)C2=C(C=C(C=C2C)C(F)(F)F)OC)=N1 2-((1R,3R)-3-fluorocyclobutyl)-5-(2-methoxy-6-methyl-4-(trifluoromethyl)phenyl)-2H-[1,2,3]triazolo[4,5-b]pyrazine